(2R,3R)-N-(2-Amino-3-fluoro-4-((4-hydroxybenzyl)amino)phenyl)-2,3-difluorodecanamid NC1=C(C=CC(=C1F)NCC1=CC=C(C=C1)O)NC([C@H]([C@@H](CCCCCCC)F)F)=O